[5-amino-4-cyano-1-[(1S)-2,2,2-tri-fluoro-1-methyl-ethyl]pyrazol-3-yl]boronic acid NC1=C(C(=NN1[C@H](C(F)(F)F)C)B(O)O)C#N